C1(CCCCCC1)[NH2+]CC(NC1=CC=C(C=C1)[C@H](C)[C@H](C(=O)N1CCN(CC1)C)NC(CC)=O)=O (S)-cycloheptyl-({4-[(2S,3R)-4-(4-methylpiperazin-1-yl)-4-oxo-3-propionamidobutan-2-yl]phenyl}carbamoyl)methylammonium